(S)-3-(2-amino-6-((1-(tert-butoxy)-1-oxohept-3-yl)amino)-5-(5-(2-cyanopropan-2-yl)-2-methoxybenzyl)pyrimidin-4-yl)propionic acid NC1=NC(=C(C(=N1)CCC(=O)O)CC1=C(C=CC(=C1)C(C)(C)C#N)OC)N[C@H](CC(=O)OC(C)(C)C)CCCC